C(C)(C)(C)OC(=O)N1C[C@H](CC1)[C@@H](C(=O)O)CCCC1=CC=CC=C1 (2S)-2-[(3R)-1-tert-Butoxycarbonylpyrrolidin-3-yl]-5-phenyl-pentanoic acid